7-(3-methyl-3H-imidazo[4,5-b]pyridin-6-yl)-4-phenyl-3,4-dihydro-1H-benzo[4,5]imidazo[2,1-c][1,4]oxazine CN1C=NC=2C1=NC=C(C2)C2=CC1=C(N=C3COCC(N31)C3=CC=CC=C3)C=C2